tert-butyl (cyclobutylmethyl)((3R)-1-(1-(1-(5-(5-methoxypyridin-3-yl)-2H-tetrazol-2-yl)ethyl)-2-oxo-1,2-dihydropyridin-4-yl)piperidin-3-yl)carbamate C1(CCC1)CN(C(OC(C)(C)C)=O)[C@H]1CN(CCC1)C1=CC(N(C=C1)C(C)N1N=C(N=N1)C=1C=NC=C(C1)OC)=O